3-[6-(1-methyl-1H-pyrazol-4-yl)pyrazolo[1,5-a]pyridin-3-yl]-2,5-dihydro-1H-pyrrole-1-carboxylic acid tert-butyl ester C(C)(C)(C)OC(=O)N1CC(=CC1)C=1C=NN2C1C=CC(=C2)C=2C=NN(C2)C